Cyclohexylphosphorus C1(CCCCC1)[P]